(R)-2-(3-(5-(4-(3-(1-methyl-4-(5-(pyridin-4-yl)-4H-1,2,4-triazol-3-yl)piperidin-4-ylamino)benzamido)chroman-6-yloxy)pentyloxy)propoxy)acetic acid CN1CCC(CC1)(C1=NN=C(N1)C1=CC=NC=C1)NC=1C=C(C(=O)N[C@@H]2CCOC3=CC=C(C=C23)OCCCCCOCCCOCC(=O)O)C=CC1